6-chloro-N-(6-((4-(4-cyano-6-methylpyrimidin-2-yl)piperazin-1-yl)sulfonyl)pyridazin-3-yl)-3-(N-methylmethylsulfonamido)pyridazine-4-carboxamide ClC1=CC(=C(N=N1)N(S(=O)(=O)C)C)C(=O)NC=1N=NC(=CC1)S(=O)(=O)N1CCN(CC1)C1=NC(=CC(=N1)C#N)C